4-(2-((5-fluoropyridin-2-yl)methyl)-2H-tetrazol-5-yl)-N-(2-hydroxyethyl)-2-methylbenzenesulfonamide FC=1C=CC(=NC1)CN1N=C(N=N1)C1=CC(=C(C=C1)S(=O)(=O)NCCO)C